(3R,9R*)-tert-butyl 11,11-difluoro-9-hydroxy-9-(hydroxymethyl)-3-methyl-3,4,8,9,10,11-hexahydro-1H-pyrido[4',3':3,4]pyrazolo[1,5-a]azepine-2(7H)-carboxylate FC1(C=2N(CC[C@@](C1)(CO)O)N=C1C2CN([C@@H](C1)C)C(=O)OC(C)(C)C)F |o1:6|